C(=C)C1=NC(=NC(=C1)C=C)NCCCC(=O)O 4-((4,6-divinylpyrimidin-2-yl)amino)butanoic acid